CC=1N=C(SC1C(=O)NC[C@H](C(N[C@H]1C2=C(CN3N(C1=O)CCC3)C=CC=C2)=O)C)C2=CC(=NO2)C 4-Methyl-N-((R)-2-methyl-3-oxo-3-(((S)-11-oxo-2,3,10,11-tetrahydro-1H,5H-benzo[d]pyrazolo[1,2-a][1,2]diazepin-10-yl)amino)propyl)-2-(3-methylisoxazol-5-yl)thiazol-5-carboxamid